FC(C1=CC2=C(SC(=C2)C(N[C@H]2CCC[C@@H]3N(C2=O)[C@@H](CC3)C(=O)N3CC(C3)C=3C(=NC=NC3)OC)=O)C=C1)P(O)(O)=O (fluoro(2-(((3S,6S,9aS)-3-(3-(4-methoxypyrimidin-5-yl)azetidine-1-carbonyl)-5-oxooctahydro-1H-pyrrolo[1,2-a]azepin-6-yl)carbamoyl)benzo[b]thiophen-5-yl)methyl)phosphonic acid